C1(=CC=CC=C1)CC1CN(CCC1)C=1N=NN(C1)C1=CC=CC=C1 3-(Phenylmethyl)-1-(1-phenyl-1H-1,2,3-triazol-4-yl)piperidine